4-(5-chloro-1,2-dimethyl-imidazol-4-yl)isoquinoline ClC1=C(N=C(N1C)C)C1=CN=CC2=CC=CC=C12